Silanide [SiH3-]